C[C@@H]1CN(C[C@@H](N1)C)C1=CC=CC(=N1)CNC=1C2=C(N=C(N1)C)NC=C2C2CCOCC2 N-((6-((3R,5S)-3,5-dimethylpiperazin-1-yl)pyridin-2-yl)methyl)-2-methyl-5-(tetrahydro-2H-pyran-4-yl)-7H-pyrrolo[2,3-d]pyrimidin-4-amine